C(C)(C)N1C=NC(=C1C=1N=C(C=2C(N1)=CN(N2)C)N(CC2=CC=C(C=C2)C=2N(C=C(N2)C(F)(F)F)C)C)C 5-(1-isopropyl-4-methyl-1H-imidazol-5-yl)-N,2-dimethyl-N-(4-(1-methyl-4-(trifluoromethyl)-1H-imidazol-2-yl)benzyl)-2H-pyrazolo[4,3-d]pyrimidin-7-amine